C(CCOCCNCCOCCCOCC)(=O)O 4,10,14-Trioxa-7-azahexadecanoic acid